BrC1=CC=C(C=C1)C(O)C1=CC=CC=C1 (4-bromophenyl)(phenyl)methanol